2,5-dithiahexane CSCCSC